methyl 5-ethynyl-1-methyl-2-oxopyridine-3-carboxylate C(#C)C=1C=C(C(N(C1)C)=O)C(=O)OC